ClC1=C(C=C(OC2CCN(CC2)C(=O)N2C[C@@H]3[C@@H](OCC(N3)=O)CC2)C=C1)N1CCOCC1 (4aR,8aS)-6-[4-(4-chloro-3-morpholino-phenoxy)piperidine-1-carbonyl]-4,4a,5,7,8,8a-hexahydropyrido[4,3-b][1,4]oxazin-3-one